6-bromo-2-(methylsulfonyl)-1H-imidazo[4,5-b]pyrazine BrC1=CN=C2C(=N1)NC(=N2)S(=O)(=O)C